pyridinium (2S,5R)-7-oxo-N'-(pyridin-3-ylcarbonyl)-6-(sulfooxy)-1,6-diazabicyclo-[3.2.1]octane-2-carbohydrazide O=C1N([C@@H]2CC[C@H](N1C2)C(=O)NNC(=O)C=2C=NC=CC2)OS(=O)(=O)O.[NH+]2=CC=CC=C2